2',7'-dichloro-3',6'-dihydroxy-3H-spiro[2-benzofuran-1,9'-xanthen]-3-one ClC1=CC=2C3(C4=CC(=C(C=C4OC2C=C1O)O)Cl)OC(C1=C3C=CC=C1)=O